(2-t-butyl)anthracene-9,10-dione C(C)(C)(C)C1=CC=2C(C3=CC=CC=C3C(C2C=C1)=O)=O